ClC=1C=C(C(=NC1)OC)S(=O)(=O)NC1=CC(=C(C=C1)F)C1=CC2=C(N=C(N=C2)NC(C)C)N2C1=NN=C2 5-chloro-N-(4-fluoro-3-(2-(isopropylamino)-[1,2,4]triazolo[4',3':1,6]pyrido[2,3-d]pyrimidin-6-yl)phenyl)-2-methoxypyridine-3-sulfonamide